1,1-Dimethoxymethyl-2,3-dihydro-1H-indene COCC1(CCC2=CC=CC=C12)COC